1,6-bismaleimidoethane C1=CC(=O)N(C1=O)CCCCCCN2C(=O)C=CC2=O